N-[(2-Amino-3-pyridyl)sulfonyl]-6-(3-sec-butoxypyrazol-1-yl)-2-[(4S)-2,2,4-trimethylpyrrolidin-1-yl]pyridin-3-carboxamid NC1=NC=CC=C1S(=O)(=O)NC(=O)C=1C(=NC(=CC1)N1N=C(C=C1)OC(C)CC)N1C(C[C@@H](C1)C)(C)C